CN(C)C[C@@H]1[C@H](C1)C(=O)NC=1N=CC2=CC(=NC=C2C1)C=1C=NC(=CC1C)[C@@H](CCC)O (1S,2S)-2-[(dimethylamino)methyl]-N-(7-{6-[(1R)-1-hydroxybutyl]-4-methylpyridin-3-yl}-2,6-naphthyridin-3-yl)cyclopropane-1-carboxamide